2-ethynyl-6-methylpyridine C(#C)C1=NC(=CC=C1)C